ClC1=C(C=CC=C1F)C1=NC=C2N1C=CN=C2N2CCC1(CC2)[C@@H](C=2C(=NC=CC2)C1)N (S)-1'-(3-(2-chloro-3-fluorophenyl)imidazo[1,5-a]pyrazin-8-yl)-5,7-dihydrospiro[cyclopenta[b]pyridine-6,4'-piperidin]-5-amine